2-(2,6-Dioxopiperidin-3-Yl)-4-((Methylamino)Methyl)Isoindoline-1,3-Dione O=C1NC(CCC1N1C(C2=CC=CC(=C2C1=O)CNC)=O)=O